C(#N)CCOCCNC(=O)C1=CC2=C(N(C(=N2)NC=2SC3=C(N2)C=CC(=C3)Cl)C)C=C1 2-(6-Chloro-benzothiazol-2-ylamino)-1-methyl-1H-benzoimidazole-5-carboxylic acid [2-(2-cyano-ethoxy)-ethyl]-amide